C(C)(=O)N(C(CN1C(C2=CC=CC=C2C1=O)=O)=O)C N-acetyl-2-(1,3-dioxoisoindolin-2-yl)-N-methylacetamide